5-Amino-3-[4-(1-[[5-(3,3-difluoro-2-methylbutan-2-yl)-1,2-oxazol-3-yl]carbamoyl]ethyl)phenyl]-1-isopropylpyrazole-4-carboxamide NC1=C(C(=NN1C(C)C)C1=CC=C(C=C1)C(C)C(NC1=NOC(=C1)C(C)(C(C)(F)F)C)=O)C(=O)N